tert-butyl 7-({4-[(17-amino-3,6,9,12,15-pentaoxaheptadecan-1-yl)oxy]phenyl}carbamoyl)heptanoate NCCOCCOCCOCCOCCOCCOC1=CC=C(C=C1)NC(=O)CCCCCCC(=O)OC(C)(C)C